N-(2-(1H-imidazol-1-yl)-4-(trifluoromethyl)phenyl)-2-(4-iodo-1H-pyrazol-1-yl)-2-Methylpropionamide N1(C=NC=C1)C1=C(C=CC(=C1)C(F)(F)F)NC(C(C)(C)N1N=CC(=C1)I)=O